1-(tert-butyl) 2-methyl (1R,2S,4S)-4-hydroxycyclohexane-1,2-dicarboxylate O[C@@H]1C[C@@H]([C@@H](CC1)C(=O)OC(C)(C)C)C(=O)OC